O[C@]1(CC[C@@]2([C@H]3CC[C@@]4([C@H](CC[C@H]4[C@@H]3CC[C@H]2C1)[C@@H]([C@@H](C[C@H](O)C1=CC=CC=C1)O)C)C)C)C(F)(F)F (1S,3R,4S)-4-((3S,5S,8R,9s,10S,13S,14S,17R)-3-hydroxy-10,13-dimethyl-3-(trifluoromethyl)hexadecahydro-1H-cyclopenta[a]phenanthren-17-yl)-1-phenylpentane-1,3-diol